6-tert-butyl-9-[2-(cyclopropylmethylamino)pyrimidin-5-yl]-10-methoxy-2-oxo-6,7-dihydro-2H-pyrido[2,1-a]Isoquinoline-3-carboxylic acid ethyl ester C(C)OC(=O)C=1C(C=C2N(C(CC3=CC(=C(C=C23)OC)C=2C=NC(=NC2)NCC2CC2)C(C)(C)C)C1)=O